[NH4+].C(CCC)C1=C(C(CCCC)(CCCC)CCCC)C=CC=C1 tetra-n-butyltoluene ammonium